5-cyclopropyl-6-methyl-N-{[5-(methylsulfonyl)pyridin-2-yl]methyl}-2-oxo-1-[3-(trifluoromethyl)phenyl]-1,2-dihydropyridine-3-carboxamide C1(CC1)C=1C=C(C(N(C1C)C1=CC(=CC=C1)C(F)(F)F)=O)C(=O)NCC1=NC=C(C=C1)S(=O)(=O)C